ClC1=C(C(N(C=C1)C)=O)C(=O)OC Methyl 4-chloro-1-methyl-2-oxo-1,2-dihydropyridine-3-carboxylate